(R)-N-((S)-1-(2-(3-(3-methoxy-1-(4-methyl-4H-1,2,4-triazol-3-yl)cyclobutyl)phenyl)-3-oxo-7-(trifluoromethyl)isoindolin-5-yl)-2,2-dimethylpropyl)-2-methylpropane-2-sulfinamide COC1CC(C1)(C1=NN=CN1C)C=1C=C(C=CC1)N1CC2=C(C=C(C=C2C1=O)[C@H](C(C)(C)C)N[S@](=O)C(C)(C)C)C(F)(F)F